COC=1C(C(C(CC1)(C)C)C(C(=O)OCC)=O)=O ethyl (3-methoxy-6,6-dimethyl-2-oxocyclohex-3-en-1-yl)(oxo)acetate